FC=1C=C(C=CC1F)NC(=O)NC1=CC(=CC=C1)C(F)(F)F 1-(3,4-difluorophenyl)-3-(3-(trifluoromethyl)phenyl)urea